O1CC[C@@H](C2=CC=CC=C12)N (S)-chroman-4-amine